(1r,4r)-5'-bromo-4'-chloro-4-hydroxy-4-methylspiro[cyclohexane-1,3'-pyrrolo[2,3-b]pyridine]-2'(1'H)-one BrC=1C(=C2C(=NC1)NC(C21CCC(CC1)(C)O)=O)Cl